2-(trifluoromethyl)cinnamic acid FC(C1=C(C=CC(=O)O)C=CC=C1)(F)F